NC1=C(SC=2N=C(N=CC21)C)C(=O)NC2CC=1C=CC(=NC1CC2)N2CC(C(C2)N)(C)CF 5-amino-N-{2-[4-amino-3-(fluoromethyl)-3-methylpyrrolidin-1-yl]-5,6,7,8-tetrahydroquinolin-6-yl}-2-methylthieno[2,3-d]pyrimidine-6-carboxamide